C(C)(C)(C)OC(=O)N1CCC(CC1)C1=CC2=CN(N=C2C(=C1)F)C=1C=C(C=2N(N1)C=C(N2)C)C 4-[2-(2,8-dimethylimidazo[1,2-B]pyridazin-6-yl)-7-fluoro-indazol-5-yl]piperidine-1-carboxylic acid tert-butyl ester